C(C)(C)(C)N1N=C(C(=C1NC1=CC2=C(S(CC2)(=O)=O)C=C1)C)C1CC(CC1)O[Si](C1=CC=CC=C1)(C1=CC=CC=C1)C(C)(C)C 5-((1-(tert-butyl)-3-(3-((tert-butyldiphenylsilyl)oxy)cyclopentyl)-4-methyl-1H-pyrazol-5-yl)amino)-2,3-dihydrobenzo[b]thiophene 1,1-dioxide